((3aR,4R,6R,6aR)-6-(4-Aminopyrrolo[2,1-f][1,2,4]triazin-7-yl)-6-cyano-2,2-dimethyltetrahydrofuro[3,4-d][1,3]dioxol-4-yl)methyl (2-chlorophenyl) (3-(tetradecyloxy)propyl) phosphate P(=O)(OC[C@H]1O[C@@]([C@@H]2OC(O[C@@H]21)(C)C)(C#N)C2=CC=C1C(=NC=NN12)N)(OC1=C(C=CC=C1)Cl)OCCCOCCCCCCCCCCCCCC